S(=O)(=O)(O)CC.NC1=C2C(=NC=N1)N(N=C2C=2C=NC=C(C2)O)[C@@H](C)C=2OC(C1=CC=CC=C1C2C2=CC(=CC=C2)CN2CCN(CC2)C)=O (S)-3-(1-(4-Amino-3-(5-hydroxypyridin-3-yl)-1H-pyrazolo[3,4-d]pyrimidin-1-yl)ethyl)-4-(3-((4-methylpiperazin-1-yl)methyl)phenyl)-1H-isochromen-1-on Esylat